C(C1=CC=CC=C1)N1CC2(CN(C2)C(=O)C2(CC2)C(F)(F)F)[C@@H](C1)C(=O)OC(C)(C)C (S)-tert-butyl 6-benzyl-2-(1-(trifluoromethyl) cyclopropanecarbonyl)-2,6-diazaspiro[3.4]octane-8-carboxylate